OC1(CCCCC1)O 2-trans-dihydroxycyclohexane